ClC1=C(C=CC=C1)C1=NN=C(O1)S 5-(2-chlorophenyl)-2-mercapto-1,3,4-oxadiazole